3-bromo-5-(difluoromethoxy)-3H-isobenzofuran-1-one BrC1OC(C2=CC=C(C=C12)OC(F)F)=O